ClC1=CC=2N(C3=CC=CC=C3SC2C=C1)C(C1=CC=C(C=C1)OC)=O 2-chloro-10-(4-methoxybenzoyl)-10H-phenothiazine